C1(CC1)N1CCN(CC1)C1=CC=C(C(=N1)N)C 6-(4-cyclopropylpiperazin-1-yl)-3-methyl-pyridin-2-amine